FC1=C(C(=C(C=C1C1=NN(C2=NC(=NC=C21)N2CC(OCC2)C=2SC=CN2)C)C(F)(F)F)F)O 2,6-Difluoro-3-(1-methyl-6-(2-(thiazol-2-yl)morpholino)-1H-pyrazolo[3,4-d]pyrimidin-3-yl)-5-(trifluoromethyl)phenol